3-(5-(difluoromethyl)-1,3,4-thiadiazol-2-yl)-N-(1-methylcyclopropyl)-8-((6S,9aR)-6-methylhexahydropyrazino[2,1-c][1,4]oxazin-8(1H)-yl)imidazo[1,2-a]pyridine-6-sulfonamide FC(C1=NN=C(S1)C1=CN=C2N1C=C(C=C2N2C[C@@H]1COCCN1[C@H](C2)C)S(=O)(=O)NC2(CC2)C)F